2-[3,5-dichloro-4-[(5-methoxy-4-methylsulfanyl-2-pyridyl)oxy]phenyl]-6-(difluoromethyl)-1,2,4-triazine-3,5-dione ClC=1C=C(C=C(C1OC1=NC=C(C(=C1)SC)OC)Cl)N1N=C(C(NC1=O)=O)C(F)F